CN1C(CC(CC1(C)C)C(C1=CC(=C(C(=C1)C(C)(C)C)O)C(C)(C)C)(C(C(=O)[O-])(C(=O)[O-])CCCC)C1CC(N(C(C1)(C)C)C)(C)C)(C)C Bis(1,2,2,6,6-pentamethyl-4-piperidyl)-n-butyl-3,5-di-tert-butyl-4-hydroxybenzylmalonate